COC1=C(C=CC=C1[N+](=O)[O-])N1N=C2C(=C1)CN(C2)C(=O)[O-] 2-(2-Methoxy-3-nitrophenyl)-4,6-dihydropyrrolo[3,4-c]pyrazole-5(2H)-carboxylate